2-((4-((1-acetylpiperidin-4-yl)amino)phenyl)amino)quinazolin C(C)(=O)N1CCC(CC1)NC1=CC=C(C=C1)NC1=NC2=CC=CC=C2C=N1